ClC=1C=C2C=C(NC2=CC1N1CC2=CC=C(C=C2C1)F)CNC(=O)NC 1-{[5-chloro-6-(5-fluoro-2-isoindolinyl)-2-indolyl]methyl}-3-methylurea